3-(2,3-dichlorophenyl)-6-hydroxy-2-methylpyrimidin-4-one ClC1=C(C=CC=C1Cl)N1C(=NC(=CC1=O)O)C